(S)-5-((1,2-bis(tert-butoxycarbonyl)-1H-indol-5-yl)amino)-4-((tert-butoxycarbonyl)amino)-5-oxopentanoic acid C(C)(C)(C)OC(=O)N1C(=CC2=CC(=CC=C12)NC([C@H](CCC(=O)O)NC(=O)OC(C)(C)C)=O)C(=O)OC(C)(C)C